methyl (2S,3S,4S,5R)-3-(3,4-difluoro-5-iodo-2-methoxy-phenyl)-4,5-dimethyl-5-(trifluoromethyl)tetrahydrofuran-2-carboxylate FC=1C(=C(C=C(C1F)I)[C@H]1[C@H](O[C@]([C@H]1C)(C(F)(F)F)C)C(=O)OC)OC